ethyl-4-((E)-benzylidene)-2-methyldec-2-enoate C(C)OC(C(=C/C(/CCCCCC)=C/C1=CC=CC=C1)C)=O